FC=1C=C(CNC=2C=C3C(=NNC3=CC2)C=CC2=NC=CC=C2)C=C(C1)OC N-(3-fluoro-5-methoxybenzyl)-3-(2-(pyridin-2-yl)vinyl)-1H-indazol-5-amine